3-((5-methyl-2-((1-(1-methylpiperidin-4-yl)-1H-pyrazol-4-yl)amino)thieno[2,3-d]pyrimidine-4-yl)amino)benzoic acid CC1=CSC=2N=C(N=C(C21)NC=2C=C(C(=O)O)C=CC2)NC=2C=NN(C2)C2CCN(CC2)C